N1(N=NC2=C1C=CC=C2)O[P+](N(C)C)(N(C)C)N(C)C (1,2,3-benzotriazol-1-yloxy)tris(dimethylamino)phosphonium